O=C1N(C(CC1)=O)OC(CCC[N+]12CC[N+](CC1)(CC2)CCCC(ON2C(CCC2=O)=O)=O)=O 1,4-bis(4-((2,5-dioxopyrrolidin-1-yl)oxy)-4-oxobutyl)-1,4-diazabicyclo[2.2.2]octane-1,4-diium